N-ethyl-N-nonyl-toluidine C(C)N(C=1C(=CC=CC1)C)CCCCCCCCC